N12CC(C(CC1)CC2)C2C1=C3C(NN=C3CC2)=CC=NC1=O 7-(quinuclidin-3-yl)-8,9-dihydro-2H-azepino[5,4,3-cd]indazol-6(7H)-one